NC1=C2C=CC=C(C2=CC=C1)C(C(=O)N)C (5-Aminonaphthalen-1-yl)propanamide